(5-((4-(4-chlorothiazol-2-yl)piperazin-1-yl)sulfonyl)indolin-1-yl)(3-(piperazin-1-yl)phenyl)methanone ClC=1N=C(SC1)N1CCN(CC1)S(=O)(=O)C=1C=C2CCN(C2=CC1)C(=O)C1=CC(=CC=C1)N1CCNCC1